O[C@@H]1CC[C@@]2(C3CC[C@@]4(C(CCC4C3[C@@H](C[C@@H]2C1)O)[C@@H](CCC(=O)O)C)C)C (4R)-4-((3R,5S,7R,10S,13R)-3,7-dihydroxy-10,13-dimethylhexadecahydro-1H-cyclopenta[a]phenanthren-17-yl)pentanoic acid